4H-triazolo[1,5-a]quinazolin-5-one N1=NC=C2N1C1=CC=CC=C1C(N2)=O